Ethyl 2-(3-fluoro-2-nitrophenyl)-3-oxobutanoate FC=1C(=C(C=CC1)C(C(=O)OCC)C(C)=O)[N+](=O)[O-]